2,2'-((2-((2-(3-(2-(bis(2-aminoethyl)amino)ethyl)-2-oxoimidazolidin-1-yl)ethyl)amino)ethyl)azanediyl)diacetonitrile NCCN(CCN1C(N(CC1)CCNCCN(CC#N)CC#N)=O)CCN